C12C(CC(C=C1)C2)C#N bicyclo[2.2.1]Hept-5-ene-2-carbonitrile